(3R)-1-(7-chloro-8-fluoro-2-((2-methylenetetrahydro-1H-pyrrolizin-7a(5H)-yl)methoxy)pyrido[4,3-d]pyrimidin-4-yl)-3-methylpiperidin-3-ol ClC1=C(C=2N=C(N=C(C2C=N1)N1C[C@@](CCC1)(O)C)OCC12CCCN2CC(C1)=C)F